N-(benzo[d]imidazo[2,1-b]thiazol-7-yl)amide N=1C=CN2C1SC1=C2C=CC(=C1)[NH-]